3-aminopropyl-methyltrimethoxysilane NCCCCO[Si](OC)(OC)C